6-fluoro-2',6'-dimethyl-[1,1'-biphenyl]-3-carbaldehyde FC1=CC=C(C=C1C1=C(C=CC=C1C)C)C=O